4-[3-[2,6-Dichloro-4-[4-(2-hydroxyethyl)piperazin-1-yl]benzoyl]-2,4-dihydro-1,3-benzoxazin-8-yl]-5-fluoro-2-morpholin-4-ylbenzoic acid ClC1=C(C(=O)N2COC3=C(C2)C=CC=C3C3=CC(=C(C(=O)O)C=C3F)N3CCOCC3)C(=CC(=C1)N1CCN(CC1)CCO)Cl